6-(2-(3,4-dimethoxyphenoxy)ethoxy)-2-(4-fluorophenyl)-3-(5-methylthiazol-4-yl)-1H-indene-1-one COC=1C=C(OCCOC2=CC=C3C(=C(C(C3=C2)=O)C2=CC=C(C=C2)F)C=2N=CSC2C)C=CC1OC